(2-(4-chlorophenyl)-2-methylpropanoyl)-L-alanyl-D-glutamic acid ClC1=CC=C(C=C1)C(C(=O)N[C@@H](C)C(=O)N[C@H](CCC(=O)O)C(=O)O)(C)C